C(C)(C)(C)[S@](=O)N (S)-(+)-tert-butylsulfinamide